BrC1=CC=C(C=C1)C=1OCCOC1 5-(4-bromophenyl)-2,3-dihydro-1,4-dioxine